(Z)-2,2-difluoro-N1-(naphthalen-2-yl)acethydrazide FC(C(=O)N(N)C1=CC2=CC=CC=C2C=C1)F